C(C)(C)(C)OC(=O)N[C@H](C)C(=O)NCC N2-(tert-butoxycarbonyl)-N-ethyl-D-alaninamide